N-((1r,4r)-4-((5-(1-(2,2-difluoroethyl)-2-methyl-1H-imidazo[4,5-b]pyrazin-6-yl)-4-(methylamino)-7H-pyrrolo[2,3-d]pyrimidin-2-yl)amino)cyclohexyl)acetamide FC(CN1C(=NC=2C1=NC(=CN2)C2=CNC=1N=C(N=C(C12)NC)NC1CCC(CC1)NC(C)=O)C)F